3-(4-((2-(4-(4-((5-chloro-4-((2-(dimethylphosphoryl)phenyl)amino)pyrimidin-2-yl)amino)-3-methoxyphenyl)piperazin-1-yl)ethyl)amino)-1-oxoisoindolin-2-yl)piperidine-2,6-dione ClC=1C(=NC(=NC1)NC1=C(C=C(C=C1)N1CCN(CC1)CCNC1=C2CN(C(C2=CC=C1)=O)C1C(NC(CC1)=O)=O)OC)NC1=C(C=CC=C1)P(=O)(C)C